C(C)OC(CCCCCCCC1C(C1)C(CCCCCCCCCCCCCCCCCCC)N(C)C)=O ethyl-8-{2-[l-1-(dimethylamino)icosyl]cyclopropyl}octanoate